CSC=1NC(C2=C(N1)NC(CC2C2=CC(=C(C(=C2)OC)OC)OC)=O)=O 2-methylsulfanyl-5-(3,4,5-trimethoxyphenyl)-5,6-dihydropyrido[2,3-d]pyrimidine-4,7(3h,8h)-dione